C1(=CC=CC=2C3=CC=CC=C3NC12)NP(=O)(N)N carbazolyl-phosphoramide